ethyl 7-bromo-1H-indole-2-carboxylate BrC=1C=CC=C2C=C(NC12)C(=O)OCC